N-(6-amino-5-methyl-3-pyridyl)-2-[(2S,5R)-2-(3,4-difluorophenyl)-5-methyl-1-piperidyl]-2-oxo-acetamide NC1=C(C=C(C=N1)NC(C(=O)N1[C@@H](CC[C@H](C1)C)C1=CC(=C(C=C1)F)F)=O)C